3-(8-Aminoimidazo[1,2-a]pyrazin-3-yl)-N-(trans-4-methoxycyclohexyl)-4-methylbenzenesulfonamide NC=1C=2N(C=CN1)C(=CN2)C=2C=C(C=CC2C)S(=O)(=O)N[C@@H]2CC[C@H](CC2)OC